O=C1NC(CCC1N1C(N(C2=C1C=CC(=C2)N2CCC(CC2)COC2CN(C2)C(=O)OC(C)(C)C)C)=O)=O tert-butyl 3-[1-[[1-(2,6-dioxo-3-piperidyl)-3-methyl-2-oxo-benzimidazol-5-yl]-4-piperidyl]methoxy]azetidine-1-carboxylate